1-(1-naphthyl)-2-propen-1-one C1(=CC=CC2=CC=CC=C12)C(C=C)=O